6-Chloro-3-ethyl-7-fluoro-2-((R)-1-((S)-6-methyl-1,4-diazepan-1-yl)butyl)quinazolin-4(3H)-one ClC=1C=C2C(N(C(=NC2=CC1F)[C@@H](CCC)N1CCNC[C@@H](C1)C)CC)=O